(1S,2R,5R)-3-(2-(2-amino-3-chloro-5-fluoroquinolin-7-yl)ethyl)-5-(6-amino-9H-purin-9-yl)cyclopent-3-ene-1,2-diol NC1=NC2=CC(=CC(=C2C=C1Cl)F)CCC=1[C@H]([C@H]([C@@H](C1)N1C2=NC=NC(=C2N=C1)N)O)O